ethyl 2-{2-[3-fluoro-4-(trifluoromethyl)phenyl]hydrazinylidene}-3-oxopropanoate FC=1C=C(C=CC1C(F)(F)F)NN=C(C(=O)OCC)C=O